ClC=1C=C(C(=NC1C(CO)(C)C)C)C=1NC=2C=CN=C(C2C(C1)=O)C(=O)N 2-[5-chloro-6-(2-hydroxy-1,1-dimethyl-ethyl)-2-methyl-3-pyridyl]-4-oxo-1H-1,6-naphthyridine-5-carboxamide